CC(C(C)O)C(C(C(C)(C)C)C)=C 3,5,6,6-tetramethyl-4-methyleneheptan-2-ol